N-(benzylsulfamoyl)urethane C(C1=CC=CC=C1)NS(=O)(=O)NC(=O)OCC